[Na].[Na].[Na].[Na].C1(CCC(=O)ON2CCN(O1)OC(CCC(=O)O2)=O)=O ethylenediamine disuccinate tetrasodium